OC(CCCCCCCCCCCC(=O)O)CC=CCC=CCCCCCCC 13-Hydroxy-hexacosa-15,18-dienoic acid